N=1ON=C2C1C=CC(=C2)COCC(=O)O[C@H]2[C@H](NC[C@@H]2O)CC2=CC=C(C=C2)OC (2R,3S,4S)-4-hydroxy-2-[(4-methoxyphenyl)methyl]pyrrolidin-3-yl 2-(2,1,3-benzoxadiazol-5-ylmethoxy)acetate